COCCOCCOCCOCCOCC(CC)O 2,5,8,11,14-pentaoxaoctadecane-16-ol